1-(4,5-difluoro-2-nitro-phenyl)piperidin-4-ol FC1=CC(=C(C=C1F)N1CCC(CC1)O)[N+](=O)[O-]